COC=1C=C2C(=CNC2=CC1)C1C(NC(C1)=O)=O 3-(5-methoxy-1H-indol-3-yl)pyrrolidine-2,5-dione